C1(CC1)CN1C[C@H](CC1)OC1=C(C(=CC=C1)F)[N+](=O)[O-] (S)-1-(cyclopropylmethyl)-3-(3-fluoro-2-nitrophenoxy)pyrrolidine